6-(3-(Tert-butyl)phenoxy)pyridin-3-amine C(C)(C)(C)C=1C=C(OC2=CC=C(C=N2)N)C=CC1